CC(=CCCCCCCCO)C 9-methyl-8-decen-1-ol